NC=1SC(=CN1)C(=O)NC1=C(C=C(C(=C1)C(NC1CC(C1)F)=O)F)C 2-Amino-N-[4-fluoro-5-[(3-fluorocyclobutyl)carbamoyl]-2-methylphenyl]-1,3-thiazole-5-carboxamide